hexylbenzyl-ammonium C(CCCCC)[NH2+]CC1=CC=CC=C1